ClC1=C(C=2N=C(N=C(C2C(=N1)OC)N1C[C@@H](CCC1)C)SC)F (R)-1-(7-chloro-8-fluoro-5-methoxy-2-methylthiopyrido[4,3-d]pyrimidin-4-yl)-3-methylpiperidine